2-(2-aminoethyl)cyclobutane-1-one NCCC1C(CC1)=O